2',2',3,7,7-Pentamethylspiro[bicyclo[4.1.0]heptane-2,5'-[1,3]dioxane] CC1(OCC2(CO1)C1C(C1CCC2C)(C)C)C